FC1=C(C=CC(=C1)F)CNC(=O)C=1C(C(=C2N(CC3OC[C@H]4[C@@H](N3C2=O)CCC4)C1)O)=O |r| racemic-(3aR,13aS)-N-[(2,4-difluorophenyl)methyl]-11-hydroxy-10,12-dioxo-1,2,3,3a,4,5a,6,10,12,13a-decahydrocyclopenta[d]pyrido[1',2':4,5]pyrazino[2,1-b][1,3]oxazine-9-carboxamide